rac-(trans)-N-(1-(2-fluorocyclopropyl)-2-oxo-1,2-dihydropyridin-3-yl)-6-isopropoxy-2-(1-methyl-2-oxabicyclo[2.1.1]hex-4-yl)-2H-pyrazolo[3,4-b]pyridine-5-carboxamide FC1C(C1)N1C(C(=CC=C1)NC(=O)C1=CC=2C(N=C1OC(C)C)=NN(C2)[C@]21CO[C@@](C2)(C1)C)=O